(R)-4-(dideutero(2,4-dimethylthiazol-5-yl)methyl)-1-methyl-N-(1-methylcyclopropyl)-5-oxo-1,2,4,5-tetrahydroimidazo[1,2-a]quinazoline-7-sulfonamide [2H]C(N1C=2N(C3=CC=C(C=C3C1=O)S(=O)(=O)NC1(CC1)C)[C@@H](CN2)C)(C2=C(N=C(S2)C)C)[2H]